FC1(CCN(CC1)C=1C=2N(C=C(C1)NC(C1=C(C=C(C=C1)I)N1CC(C3(CC3)CC1)OC)=O)C=CN2)F N-(8-(4,4-difluoropiperidin-1-yl)imidazo[1,2-a]pyridin-6-yl)-4-iodo-2-(4-methoxy-6-azaspiro[2.5]oct-6-yl)benzamide